C1(CC1)C1=C(C(=NO1)C1=C(C=CC=C1Cl)Cl)CO[C@H]1[C@@H]2CN([C@H](C1)C2)C2=C(C=C(C=N2)C(=O)O)F 6-[(1S,4S,5R)-5-[[5-cyclopropyl-3-(2,6-dichlorophenyl)-1,2-oxazol-4-yl]methoxy]-2-azabicyclo[2.2.1]heptan-2-yl]-5-fluoropyridine-3-carboxylic acid